N-[3-fluoro-4-[4-[[5-(4-hydroxy-1-piperidyl)-2-pyridyl]amino]-5-oxo-6H-1,6-naphthyridin-2-yl]phenyl]-N-methyl-cyclopropane-carboxamide FC=1C=C(C=CC1C1=NC=2C=CNC(C2C(=C1)NC1=NC=C(C=C1)N1CCC(CC1)O)=O)N(C(=O)C1CC1)C